C(C)(=O)C1=CN(C2=CC=CC=C12)CC(=O)N1CCCCC1 (3-acetyl-1H-indol-1-yl)-1-(piperidin-1-yl)ethanone